C1(CC1)[C@@]1(NC(NC1=O)=O)CNC(=O)C1=NN(N=C1)C1=CC(=C(C=C1)C(F)(F)F)F N-{[(4R)-4-cyclopropyl-2,5-dioxoimidazolidin-4-yl]methyl}-2-[3-fluoro-4-(trifluoromethyl)phenyl]-2H-1,2,3-triazole-4-carboxamide